C(CCC(=O)O)(O)=N cis-butanedioic acid imine